ClC=1C=C(C=CC1Cl)C=1N(C(=C(C(C1C(=O)O)=O)F)C)CC.BrC1=C(C=CC(=C1)C(C)(C)O)C(C)(C)O 2-bromo-1,4-bis(α-hydroxyisopropyl)benzene 2-(3,4-dichlorophenyl)-1-ethyl-5-fluoro-6-methyl-4-oxo-pyridine-3-carboxylate